trans-2-(6-(4-methoxyphenyl)pyridin-3-yl)cyclopropylamine COC1=CC=C(C=C1)C1=CC=C(C=N1)[C@H]1[C@@H](C1)N